C(CCCCCCCCCCCC)C(CCCCCC)(O)F tridecyl-fluoro-1-heptanol